C(C)N(CC)C(N(CC)CC)[SiH2]C1=CC=C(C=C1)C=C bis(diethylamino)methyl-(4-vinylphenyl)silane